1-(p-tolyl)ethylammonium C1(=CC=C(C=C1)C(C)[NH3+])C